CC(CCCCCCN1[C@@H](CC(C1)O)C(=O)OCCCCCCC(C(OCCCC(CCCCC)CCCCC)=O)(C)C)(C(OCCCC(CCCCC)CCCCC)=O)C [7,7-dimethyl-8-oxo-8-(4-pentylnonoxy)octyl] (2S)-1-[7,7-dimethyl-8-oxo-8-(4-pentylnonoxy)octyl]-4-hydroxy-pyrrolidine-2-carboxylate